C1(CC1)O[C@@H]([C@@H](C=1OC2=C(N1)C=C(C=C2)[C@@H](COC)N2C(N[C@@H](C2)C(F)(F)F)=O)NC(=O)C=2C=NOC2CC)C N-((1S,2R)-2-cyclopropoxy-1-(5-((S)-2-methoxy-1-((S)-2-oxo-4-(trifluoromethyl)-imidazolidin-1-yl)ethyl)-benzo[d]oxazol-2-yl)propyl)-5-ethylisoxazole-4-carboxamide